NC1=C(C=2C(=NC(=C(N2)C)C)N1C1=C(C(=CC=C1C)O)C)C(=O)N1CC=2N(CC1)C(C=CC2)=O 2-(6-amino-5-(3-hydroxy-2,6-dimethylphenyl)-2,3-dimethyl-5H-pyrrolo[2,3-b]pyrazine-7-carbonyl)-1,2,3,4-tetrahydro-6H-pyrido[1,2-a]pyrazin-6-one